C(#N)C1=CC(=NC=C1)N1[C@@H](CCC1=O)C(=O)N(C1=CC(=CC=C1)F)[C@]1(CCC2=CC=CC=C12)C(NC1=CC=CC=C1)=O (S)-1-(4-cyanopyridin-2-yl)-N-((S)-1-(phenylcarbamoyl)-2,3-dihydro-1H-inden-1-yl)-N-(3-fluorophenyl)-5-oxopyrrolidine-2-carboxamide